CC1(OB(OC1(C)C)C1=CC=C(C=C1)C=1C=NC=CC1)C 3-(4-(4,4,5,5-tetramethyl-1,3,2-dioxaborolan-2-yl)phenyl)pyridine